N1(CCNCC1)C1CN(C1)C(=O)[O-] 3-(Piperazin-1-yl)azetidine-1-carboxylate